C(C)OC(C1=CC=C(C=C1)NC(C1=C(C=CC=C1)N)=O)=O 4-(2-aminobenzoylamino)benzoic acid ethyl ester